ClC=1C=C2C(=CC(=NC2=CC1)C(F)(F)F)N[C@@H]1C[C@@H](CCC1)NC(C1=CC(=CC=C1)P(=O)(C)C)=O N-((1R,3S)-3-((6-chloro-2-(trifluoromethyl)quinolin-4-yl)amino)cyclohexyl)-3-(dimethylphosphoryl)benzamide